1-(2,2,2-trifluoroethyl)benzimidazole-4-carboxamide FC(CN1C=NC2=C1C=CC=C2C(=O)N)(F)F